C1(=CC=CC=C1)ONC1=C2NC=NC2=NC=N1 6-(O-phenylhydroxylamino)purine